(biphenyl-4-yl)-(6-bromobiphenyl-3-yl)-(p-terphenyl-4-yl)amine C1(=CC=C(C=C1)N(C1=CC=C(C=C1)C1=CC=C(C=C1)C1=CC=CC=C1)C=1C=C(C(=CC1)Br)C1=CC=CC=C1)C1=CC=CC=C1